CC1C=CC2=CC=3C(CCC(C3C=C21)(C)C)(C)C 3,5,5,8,8-pentamethyl-6,7-dihydro-3H-cyclopenta[b]naphthalene